5-(4-(2-aminopyrimidin-5-yl)-6-morpholino-1,3,5-triazin-2-yl)thiophene-2-carbaldehyde NC1=NC=C(C=N1)C1=NC(=NC(=N1)N1CCOCC1)C1=CC=C(S1)C=O